N-[5-(7-fluoro-5-methoxy-1H-benzimidazol-2-yl)-1H-pyrazol-3-yl]-6-(3-methoxyazetidin-1-yl)pyridine FC1=CC(=CC2=C1NC(=N2)C2=CC(=NN2)N2CC=CC=C2N2CC(C2)OC)OC